N1=CC(=CC=C1)C1=CC(=NC=C1)C=1C(=NC(=CC1)C1=NN=CN1C(C)C)C(=O)N ([3,4'-bipyridine]-2'-yl)-6-(4-isopropyl-4H-1,2,4-triazol-3-yl)pyridinecarboxamide